N-((3R)-4-(3-(2-Fluoro-4-(trifluoromethyl)phenyl)pyrrolidin-1-yl)-3-hydroxybutyl)-2-methyl-4,5,6,7-tetrahydro-2H-indazole-5-carboxamide FC1=C(C=CC(=C1)C(F)(F)F)C1CN(CC1)C[C@@H](CCNC(=O)C1CC2=CN(N=C2CC1)C)O